1-(1-octyl)-2,3-dimethylimidazole C(CCCCCCC)N1C(N(C=C1)C)C